C\C(=C/CC[C@@]1([C@H](CC=2C(=C3CN(C(C3=CC2OC(=O)N2CCCCC2)=O)[C@H](C(=O)O)CCCN2C(C3=CC(=C4C(=C3C2)O[C@@]([C@H](C4)O)(CC\C=C(\CCC=C(C)C)/C)C)OC(=O)N4CCCCC4)=O)O1)O)C)\CCC=C(C)C (S)-2,5-bis((2R,3S)-2-((E)-4,8-dimethylnona-3,7-dien-1-yl)-3-hydroxy-2-methyl-7-oxo-5-((piperidin-1-carbonyl)oxy)-3,4,7,9-tetrahydropyrano[2,3-E]isoindol-8(2H)-yl)pentanoic acid